C(CC)(=O)OC#CC propynyl propionate